ferric chloride (sulfate) S(=O)(=O)(O)O.[Fe](Cl)(Cl)Cl